C(C)C=1C(=NC=C(C1)C=1C=CC=C2C=CC(=NC12)C=1C=CC=2N(C1)C=CN2)N Ethyl-5-(2-(imidazo[1,2-a]pyridin-6-yl)quinolin-8-yl)pyridin-2-amine